(1R,3s,5S)-3-hydroxy-3-(morpholinomethyl)-8-azabicyclo[3.2.1]octane-8-carboxylic acid tert-butyl ester C(C)(C)(C)OC(=O)N1[C@H]2CC(C[C@@H]1CC2)(CN2CCOCC2)O